BrC=1C(=NN(C1)C1COC1)C1=CC=CC=C1 4-bromo-1-(oxetan-3-yl)-3-phenyl-1H-pyrazole